ethyl 2-(4-bromo-1H-pyrazol-3-yl)acetate BrC=1C(=NNC1)CC(=O)OCC